N-(1-cyanocyclopropyl)-3-(5-(difluoromethyl)-1,3,4-thiadiazol-2-yl)-8-(5-(1-methylcyclopropane-1-carbonyl)-2,5-diazabicyclo[2.2.2]octan-2-yl)imidazo[1,5-a]pyridine-6-sulfonamide C(#N)C1(CC1)NS(=O)(=O)C=1C=C(C=2N(C1)C(=NC2)C=2SC(=NN2)C(F)F)N2C1CN(C(C2)CC1)C(=O)C1(CC1)C